N1CC(C1)NC=1C=CC(=C(C1)C(C(=O)N)(CC)N1C=2C(=CC=C1)N=C(N2)SCC2=CC(=CC(=C2)C)C)C (5-(azetidin-3-ylamino)-2-methylphenyl)-2-(2-((3,5-dimethylbenzyl)thio)-4H-imidazo[4,5-b]pyridin-4-yl)butanamide